(R)-3-((5-chloro-1H-indol-2-yl)methyl)-1-methyl-1-(1-(1-methyl-1H-pyrazole-3-carbonyl)piperidin-3-yl)urea ClC=1C=C2C=C(NC2=CC1)CNC(N([C@H]1CN(CCC1)C(=O)C1=NN(C=C1)C)C)=O